C1(CC1)N1N=C(C(=C1)C)C(=O)O 1-Cyclopropyl-4-methyl-1H-pyrazole-3-carboxylic acid